O[C@@H]1CC[C@H](CC1)NC(=O)C=1N=NC(=CC1)OCC=1C(=NOC1C)C=1C=NC(=CC1)C trans-N-(4-hydroxycyclohexyl)-6-((5-methyl-3-(6-methylpyridin-3-yl)isoxazol-4-yl)methoxy)pyridazine-3-carboxamide